C=1C=CC2=CNC=3C=CC4=C(C3C21)C=CC=C4 benzo[f]cyclopenta[c]quinoline